BrC1=C(C(=CC=C1)O)C(NS(=O)C(C)(C)C)C1=C(C=CC=C1)C N-[(2-bromo-6-hydroxyphenyl)(2-methylphenyl)methyl]-2-methylpropane-2-sulfinamide